COCCN1CC2=CC=C(C=C2CC1)N 2-(2-methoxyethyl)-1,2,3,4-tetrahydroisoquinolin-6-amine